FC=1C=C2[C@@H](CN(C2=C(C1)C)S(=O)(=O)C1=C(C=C(C=C1)N1C=NC(=C1)C)C)C (3S)-5-fluoro-3,7-dimethyl-1-[2-methyl-4-(4-methylimidazol-1-yl)phenyl]sulfonyl-indoline